CC1(C2=CC=CC=C2C=2C=CC(=CC12)[N+](=O)[O-])C 9,9-dimethyl-2-nitro-9H-fluorene